C(\C=C\C1=CC=CC=C1)(=O)O E-cinnamic acid